COC(=O)C1=NN(N=C1)C1=CC=C(C=C1)OCC1=CC=CC=C1 2-(4-(benzyloxy)phenyl)-2H-1,2,3-triazole-4-carboxylic acid methyl ester